(Bis(2-hydroxylphenyl)-pyridine) beryllium [Be].OC1=C(C=CC=C1)C=1C(=NC=CC1)C1=C(C=CC=C1)O